Cl[C@@H](C(=O)OC)CC |r| (R/S)-methyl 2-chlorobutyrate